[5-(4-bromophenyl)-6-fluoropyrimidin-4-yl]azanesulfonamide BrC1=CC=C(C=C1)C=1C(=NC=NC1F)NS(=O)(=O)N